(4aR,8aS)-6-(3-(2'-Chloro-4'-(methylsulfonyl)-[1,1'-biphenyl]-4-yl)azetidine-1-carbonyl)hexahydro-2H-pyrido[4,3-b][1,4]oxazin-3(4H)-one ClC1=C(C=CC(=C1)S(=O)(=O)C)C1=CC=C(C=C1)C1CN(C1)C(=O)N1C[C@@H]2[C@@H](OCC(N2)=O)CC1